(5-amino-6-methoxypyrazin-2-yl)dimethylphosphine oxide NC=1N=CC(=NC1OC)P(C)(C)=O